2-(2,6-dioxopiperidin-3-yl)-5-(piperazin-1-yl)isoindole-1,3-dione trifluoroacetate FC(C(=O)O)(F)F.O=C1NC(CCC1N1C(C2=CC=C(C=C2C1=O)N1CCNCC1)=O)=O